C(CCCCCC)OCOCCCC(CC(CC(C)Br)C)C 8-bromo-4,6-dimethylnonyl heptyloxymethyl ether